butyl heptene-1-carboxylate C(=CCCCCC)C(=O)OCCCC